OCC(CCC[C@](C(=O)OCC1=CC=CC=C1)(C)C1=CC(=CC=C1)I)(C)C Benzyl (R)-7-hydroxy-2-(3-iodophenyl)-2,6,6-trimethylheptanoate